2-fluoro-6-(methoxymethoxy)-8-(4,4,5,5-tetramethyl-1,3,2-dioxaborolan-2-yl)naphthalene-1-carbonitrile FC1=C(C2=C(C=C(C=C2C=C1)OCOC)B1OC(C(O1)(C)C)(C)C)C#N